C(C)(C)(C)OC(=O)NCC1=CC=C(C=C1)NC(=O)C1=CC2=C(OCCC3=C2SC=C3)C=C1C=1C(=NC(=CC1)C(NCC(CO)(C)C)=O)C(=O)OC methyl 3-(9-((4-(((tert-butoxycarbonyl)amino)methyl)phenyl)carbamoyl)-4,5-dihydrobenzo[b]thieno[2,3-d]oxepin-8-yl)-6-((3-hydroxy-2,2-dimethylpropyl)carbamoyl)picolinate